(2S)-2-(7-chloro-9-(methoxymethyl)-1,1-dioxido-3,4-dihydro-2H-benzo[b][1,4,5]oxathiazepin-2-yl)-3-(6-fluoro-2,3-dimethylphenyl)butanoic acid ClC=1C=C(C2=C(OCCN(S2(=O)=O)[C@H](C(=O)O)C(C)C2=C(C(=CC=C2F)C)C)C1)COC